2-(((2r,3r,4s,5r)-5-(6-amino-2-chloro-9H-purin-9-yl)-4-fluoro-3-hydroxytetrahydrofuran-2-yl)methoxy)-2-(3-phenoxybenzyl)malonic acid NC1=C2N=CN(C2=NC(=N1)Cl)[C@H]1[C@H]([C@@H]([C@H](O1)COC(C(=O)O)(C(=O)O)CC1=CC(=CC=C1)OC1=CC=CC=C1)O)F